BrC1=CC=2C(N(CC(C2)S(=O)(=O)C2=CC=C(C)C=C2)C=2C=NN(C2)CC)=N1 2-bromo-7-(1-ethyl-1H-pyrazol-4-yl)-5-p-toluenesulfonyl-5H-pyrrolo[2,3-b]pyridine